N1CCC(CC1)S=C(C)O.FC(C1=CC=C(C(=N1)OC)[C@H]1[C@H](O[C@]([C@H]1C)(C(F)(F)F)C)C(=O)NC1=CC(=NC=C1)C(=O)N)F (2S,3S,4S,5R)-4-[[3-[6-(difluoromethyl)-2-methoxy-3-pyridinyl]-4,5-dimethyl-5-(trifluoromethyl)tetrahydrofuran-2-carbonyl]amino]pyridine-2-carboxamide S-(piperidin-4-yl)ethanethioate